BrC=1C=CC2=C(CCCC=3N2C(=NN3)C)C1 8-bromo-1-methyl-5,6-dihydro-4H-benzo[f][1,2,4]triazolo[4,3-a]azepine